2-(3,5-difluoro-4-methylphenyl)-4,4,5,5-tetramethyl-1,3,2-dioxaborolane FC=1C=C(C=C(C1C)F)B1OC(C(O1)(C)C)(C)C